COC1=CC=C(CN2C(N(CCC2=O)C2=CN=CC3=C(C=CC=C23)[C@H]2CN(CC2)C(=O)OC(C)(C)C)=O)C=C1 tert-butyl (S)-3-(4-(3-(4-methoxybenzyl)-2,4-dioxotetrahydropyrimidin-1(2H)-yl)isoquinolin-8-yl)pyrrolidine-1-carboxylate